5-(5-((2-cyanoquinolin-4-yl)(methyl)amino)-2-methoxyphenyl)-N-hydroxypent-4-ynamide C(#N)C1=NC2=CC=CC=C2C(=C1)N(C=1C=CC(=C(C1)C#CCCC(=O)NO)OC)C